FC=1C(=C(C=CC1)C(=O)N1[C@@H]2[C@@H](C[C@H](C1)C2)OC2=NC=C(C=N2)C)C2=NC=CC=N2 (3-fluoro-2-(pyrimidin-2-yl)phenyl)((1S,4R,6R)-6-((5-methylpyrimidin-2-yl)oxy)-2-azabicyclo[2.2.1]heptan-2-yl)methanone